3-{2-fluoro-4-methoxy-5-[(1-methoxyisoquinolin-8-yl)methoxy]phenyl}-2,4-dioxo-1H-thieno[3,4-d]pyrimidine-5-carboxylic acid FC1=C(C=C(C(=C1)OC)OCC=1C=CC=C2C=CN=C(C12)OC)N1C(NC=2C(C1=O)=C(SC2)C(=O)O)=O